(Z)-4-((tert-butyldiphenylsilyl)oxy)-2-fluoro-but-2-en-1-ol [Si](C1=CC=CC=C1)(C1=CC=CC=C1)(C(C)(C)C)OC\C=C(\CO)/F